racemic-2-methyl-1-[1-[3-(4H-1,2,4-triazol-3-yl)phenyl]pyrazolo[3,4-b]pyridin-5-yl]propane-1,2-diol CC([C@H](O)C=1C=C2C(=NC1)N(N=C2)C2=CC(=CC=C2)C2=NN=CN2)(C)O |r|